isopropyl-lead C(C)(C)[Pb]